isopropyl ((1r,4r)-4-(5-(2-(N-(tert-butyl)sulfamoyl)-4-(3-((3-fluoropyridin-2-yl)methyl)ureido)phenyl)thiazol-2-yl)cyclohexyl)carbamate C(C)(C)(C)NS(=O)(=O)C1=C(C=CC(=C1)NC(=O)NCC1=NC=CC=C1F)C1=CN=C(S1)C1CCC(CC1)NC(OC(C)C)=O